COC(CC(C(=O)C1=CC(=C(C(=C1)F)OCC1(CC1)O)Cl)C)=O 4-{3-chloro-5-fluoro-4-[(1-hydroxycyclopropyl)methoxy]Phenyl}-3-methyl-4-oxobutanoic acid methyl ester